6-methoxyquinoline-4,7-diol COC=1C=C2C(=CC=NC2=CC1O)O